OCCN1C=[N+](C=C1)CCO 1,3-bis(2-hydroxyethyl)imidazolium